ClC1=C(CCl)C=C(C=C1)Cl 2,5-dichlorobenzyl chloride